4-methoxy-5-(4,4,5,5-tetramethyl-1,3,2-dioxaborolan-2-yl)-1-[[2-(trimethylsilyl)ethoxy]methyl]-1,3-benzodiazole COC1=C(C=CC=2N(C=NC21)COCC[Si](C)(C)C)B2OC(C(O2)(C)C)(C)C